FC(C(=O)O)(F)F.NC=1C(=CC(=C(C1)NC(C=C)=O)N(CCN1CCCC1)C)OC N-(5-amino-4-methoxy-2-(methyl(2-(pyrrolidin-1-yl)ethyl)amino)phenyl)acrylamide trifluoroacetic acid salt